COC(=O)C1=NC=C(C=C1N)Br 3-amino-5-bromopyridine-2-carboxylic acid methyl ester